S1CC(=C1)SCC1(SCC(SC1)(C)CSC=1CSC1)C 2,5-bis(3-thietylthiomethyl)-2,5-dimethyl-1,4-dithiane